C1(CC1)[C@H](CNC(=O)C1=NN(C(N1)=O)C)CC1=C(C=CC=C1F)F (R)-N-(2-cyclopropyl-3-(2,6-difluorophenyl)propyl)-1-methyl-5-oxo-4,5-dihydro-1H-1,2,4-triazole-3-carboxamide